4-(((1-methylcyclopropyl)sulfonyl)carbamoyl)-3-(pyrrolidin-1-yl)benzoic acid CC1(CC1)S(=O)(=O)NC(=O)C1=C(C=C(C(=O)O)C=C1)N1CCCC1